2-[(5-bromofuran-2-yl)methylene]Malononitrile BrC1=CC=C(O1)C=C(C#N)C#N